C(C)C=1N=CC(=NC1CC)C(=O)N 5,6-diethylpyrazine-2-carboxamide